4-((benzyloxy)methyl)-1,3-dioxolan-2-one C(C1=CC=CC=C1)OCC1OC(OC1)=O